isothiazolo[4,5-d]thiazole S1N=CC=2N=CSC21